(3-((3S,4S)-4-amino-3-methyl-2-oxa-8-azaspiro[4.5]dec-8-yl)-6-bromo-5-methylpyrazin-2-yl)methanol N[C@@H]1[C@@H](OCC12CCN(CC2)C=2C(=NC(=C(N2)C)Br)CO)C